N-(2-carbonylpropyl)-4-methylbenzamide C(=O)=C(CNC(C1=CC=C(C=C1)C)=O)C